ClC=1C(=CC=C2N=CC(=NC12)C=1C=NN(C1)C1CCN(CC1)CC(F)(F)F)OC=1C=CC2=C(N(C(=N2)C)COCC[Si](C)(C)C)C1 8-chloro-7-((2-methyl-1-((2-(trimethylsilyl)ethoxy)methyl)-1H-benzo[d]imidazol-6-yl)oxy)-2-(1-(1-(2,2,2-trifluoroethyl)piperidin-4-yl)-1H-pyrazol-4-yl)quinoxaline